5-bromo-N2-(1H-indol-5-yl)-N4-(3-(methylsulfonyl)benzyl)pyrimidine-2,4-diamine BrC=1C(=NC(=NC1)NC=1C=C2C=CNC2=CC1)NCC1=CC(=CC=C1)S(=O)(=O)C